N-((1S,4s)-4-(2-(((R)-2-(5-Fluoropyridin-3-yl)-2-hydroxyethyl)amino)-2-methylpropyl)cyclohexyl)-N-methylacetamide FC=1C=C(C=NC1)[C@H](CNC(CC1CCC(CC1)N(C(C)=O)C)(C)C)O